C[Si](C)(C)C(CC[Si](CCC)(CCC)P(O)(O)O)[Si](C)(C)C.CC1(CC1)NC(C1=CC=C(C=C1)C1=NOC(=N1)C(F)(F)F)=O N-(1-methylcyclopropyl)-4-[5-(trifluoromethyl)-1,2,4-oxadiazol-3-yl]benzamide bis(trimethylsilyl)(tri-n-propylsilyl)phosphite